2-Bromo-1-(3-nitrophenyl)ethan-1-one BrCC(=O)C1=CC(=CC=C1)[N+](=O)[O-]